5-(bromomethyl)-3-methylsulfanyl-1,2,4-triazine BrCC=1N=C(N=NC1)SC